3-(2-(dipropylamino)ethyl)-1H-indol-4-yl dihydrogen phosphate P(=O)(OC1=C2C(=CNC2=CC=C1)CCN(CCC)CCC)(O)O